C(C)(C)(C)C=1C=C(C=C(C1)C(C)(C)C)C=1NC=CC1 2-(3,5-di-tert-butylphenyl)-1H-pyrrole